C1(=CC=CC=C1)SCC1=NNC(O1)=O 5-(Phenylthiomethyl)-1,3,4-oxadiazol-2(3H)-one